BrC1=CC(=C(C=C1)NC1=C(C(N(C=C1C(=O)N1CC(C1)([C@H]1NCCCC1)O)C)=O)F)F 4-[(4-bromo-2-fluorophenyl)amino]-3-fluoro-5-({3-hydroxy-3-[(2S)-piperidin-2-yl]Azetidin-1-yl}carbonyl)-1-methylpyridin-2(1H)-one